1-(4-(difluoromethoxy)phenyl)ethan-1-one FC(OC1=CC=C(C=C1)C(C)=O)F